BrC1=CC=C2C=NC(=NN21)NCCN N-(7-bromopyrrolo[2,1-f][1,2,4]triazin-2-yl)ethane-1,2-diamine